4-(6-(2,7-diazaspiro[4.5]decan-2-yl)pyridin-3-yl)-6-ethoxy-1H-pyrazolo[3',4':3,4]pyrazolo[1,5-a]pyridine hydrochloride Cl.C1N(CCC12CNCCC2)C2=CC=C(C=N2)C=2C=1N(C=C(C2)OCC)N=C2C1C=NN2